(S)-2-(4-((1,2-dimethyl-6-((1-(3-(trifluoromethyl)phenyl)ethyl)carbamoyl)-1H-indol-3-yl)methyl)phenoxy)-2-methyl-propanoic acid CN1C(=C(C2=CC=C(C=C12)C(N[C@@H](C)C1=CC(=CC=C1)C(F)(F)F)=O)CC1=CC=C(OC(C(=O)O)(C)C)C=C1)C